[Na+].[Na+].C(CC)C1C(C(CCC1)C(=O)[O-])C(=O)[O-] 3-n-propylcyclohexane-1,2-dicarboxylic acid disodium salt